Tert-butyl (2-methyl-4-(prop-2-yn-1-yloxy)butan-2-yl)carbamate CC(C)(CCOCC#C)NC(OC(C)(C)C)=O